C(C1=CC=CC=C1)C=1C(=NN(C1)CC1=CC=C(C=C1)OC)C1=NC(=NC(=C1)Cl)N 4-[4-benzyl-1-[(4-methoxyphenyl)methyl]pyrazol-3-yl]-6-chloro-pyrimidin-2-amine